(para-dodecyloxyphenyl)pyrazine-5-carboxylic acid C(CCCCCCCCCCC)OC1=CC=C(C=C1)C1=NC=C(N=C1)C(=O)O